tert-butyl 4-[2-(7-fluoro-2-methylindazol-5-yl) thieno[2,3-d][1,3]thiazol-5-yl]-3,6-dihydro-2H-pyridine-1-carboxylate FC1=CC(=CC2=CN(N=C12)C)C=1SC2=C(N1)SC(=C2)C=2CCN(CC2)C(=O)OC(C)(C)C